(R)-N-(3-(2-((2-hydroxyethyl)amino)-6-morpholinylpyridin-4-yl)-4-methylphenyl)-3-(trifluoromethoxy)pyrrolidine-1-carboxamide OCCNC1=NC(=CC(=C1)C=1C=C(C=CC1C)NC(=O)N1C[C@@H](CC1)OC(F)(F)F)N1CCOCC1